N[C@@H](CO)CC1=NC(=NO1)C1=CC=C(C=C1)OC1=NC=C(C=C1F)Cl (R)-2-Amino-3-(3-(4-((5-Chloro-3-fluoropyridin-2-yl)oxy)phenyl)-1,2,4-oxadiazol-5-yl)propan-1-ol